C(CC)(=O)N1CC2(C1)CCC(CC2)C(=O)N 2-propionyl-2-azaspiro[3.5]nonane-7-carboxamide